dodecyl-dimethyl-(3-sulfopropyl)ammonium hydroxide [OH-].C(CCCCCCCCCCC)[N+](CCCS(=O)(=O)O)(C)C